(1R,5S,6s)-6-((4-(2-aminopropan-2-yl)-6-(2-fluoro-3-methylphenyl)pyridin-2-yl)oxy)-3-azabicyclo[3.1.0]hexan NC(C)(C)C1=CC(=NC(=C1)C1=C(C(=CC=C1)C)F)OC1[C@@H]2CNC[C@H]12